(R)-1-(1-acryloylpyrrolidin-3-yl)-4-amino-N-(5-methylbenzo[d]oxazol-2-yl)-1H-pyrazolo[3,4-d]pyrimidine-3-carboxamide C(C=C)(=O)N1C[C@@H](CC1)N1N=C(C=2C1=NC=NC2N)C(=O)NC=2OC1=C(N2)C=C(C=C1)C